O1C[C@H](CC1)N (3S)-Oxolan-3-amine